OC(C(C)N1CCC(CC1)CC(=O)O)C1=CC=C(C=C1)O 2-(1-(1-hydroxy-1-(4-hydroxyphenyl)propan-2-yl)piperidin-4-yl)acetic acid